tert-butyl (R)-6-(1-((4-(N,N-diethylsulfamoyl)phenyl)sulfonyl) piperidine-3-carbonyl)-2,6-diazaspiro[3.3]heptane-2-carboxylate C(C)N(S(=O)(=O)C1=CC=C(C=C1)S(=O)(=O)N1C[C@@H](CCC1)C(=O)N1CC2(CN(C2)C(=O)OC(C)(C)C)C1)CC